tert-butyl N-[(3-benzyloxycyclobutyl) methyl]-N-tert-butoxycarbonyl-carbamate C(C1=CC=CC=C1)OC1CC(C1)CN(C(OC(C)(C)C)=O)C(=O)OC(C)(C)C